FC(C(=O)O)(F)F.C(C)(C)C=1N=C(C2=C(N1)CNCC2)OC 2-isopropyl-4-methoxy-5,6,7,8-tetrahydropyrido[3,4-d]pyrimidine trifluoroacetate salt